9-hydroxy-5-methyl-12-(4-nitrophenyl)-4-thia-2,12-diazatricyclo[7.3.0.03,7]dodeca-1,3(7),5-trien-8-one OC12C(C=3C=C(SC3N=C2N(CC1)C1=CC=C(C=C1)[N+](=O)[O-])C)=O